N-[trans-(7RS,9RS)-3-cyclopropyl-5-(2-methylpropylsulfamoyl)-7-(pyridine-3-carbonylamino)-8,9-dihydro-7H-cyclopenta[H]isoquinolin-9-yl]pyrido[2,3-b]pyrazine-7-carboxamide C1(CC1)C=1N=CC2=C3C(=CC(=C2C1)S(NCC(C)C)(=O)=O)[C@@H](C[C@H]3NC(=O)C3=CC=1C(=NC=CN1)N=C3)NC(=O)C=3C=NC=CC3 |r|